C(C1=CC=CC=C1)NC(=O)C=1C(=C(C(=CC1CCCCC)O)C1CCCC(=C1)C)O N-benzyl-2,6-dihydroxy-5'-methyl-4-pentyl-1',2',3',4'-tetrahydro-[1,1'-biphenyl]-3-carboxamide